SCC(=O)O.C(O)SSCO methylol disulfide (2-mercaptoacetate)